2-hydroxy-6-(2H-1,2,3-triazol-2-yl)benzoic acid OC1=C(C(=O)O)C(=CC=C1)N1N=CC=N1